CC1=C(C=CC(=N1)C1=CNC2=C(C=CC=C12)C#N)OCC(C)(OC1OCCCC1)C 3-[6-methyl-5-[2-methyl-2-(oxan-2-yloxy)propoxy]pyridin-2-yl]-1H-indole-7-carbonitrile